CC=1C(=NC(=NC1)N1CCC(CC1)C(=O)N1OCC[C@H]1C=1SC(=CC1)C)C(=O)N 5-methyl-2-[4-[(3S)-3-(5-methyl-2-thienyl)isoxazolidine-2-carbonyl]-1-piperidyl]pyrimidine-4-carboxamide